(7S)-5,8-diethyl-7-(2-hydroxyethyl)-2-(((1-(3,4,5-trifluorobenzyl)-1H-pyrazol-4-yl)methyl)amino)-7,8-dihydropteridin-6(5H)-one C(C)N1C=2C=NC(=NC2N([C@H](C1=O)CCO)CC)NCC=1C=NN(C1)CC1=CC(=C(C(=C1)F)F)F